tert-butyl (1-(chloro-sulfonyl)piperidin-4-yl)carbamate ClS(=O)(=O)N1CCC(CC1)NC(OC(C)(C)C)=O